hexahydroindolizine-5(1H)-one C1CCN2C(CCCC12)=O